C(C)(C)(C)OC(=O)N1C=CC2=C(C(=CC(=C12)Cl)OC)Br.C(C)OCOC(C(F)F)(F)F ethoxy(1,1,2,2-tetrafluoroethoxy)methane tert-butyl-4-bromo-7-chloro-5-methoxyindole-1-carboxylate